N-(3,5-bis(trifluoromethyl)benzyl)-1-(pyrimidin-2-yl)-1H-1,2,4-triazole-5-carboxamide FC(C=1C=C(CNC(=O)C2=NC=NN2C2=NC=CC=N2)C=C(C1)C(F)(F)F)(F)F